chloro-2-fluoro-7-methyl-1-benzofuran ClC1=C(OC2=C1C=CC=C2C)F